CSC1(COC1)C#N 3-(methylsulfanyl)oxetane-3-carbonitrile